5-(benzyloxy)-1-(1,2-difluoroindeno[1,2-a]inden-4b(9H)-yl)-3-(4-fluorophenethyl)-2,3-dihydro-1H-pyrido[2,1-f][1,2,4]triazine-4,6-dione C(C1=CC=CC=C1)OC=1C(C=CN2N(CN(C(C21)=O)CCC2=CC=C(C=C2)F)C21C(=CC3=C(C(=CC=C23)F)F)CC=2C=CC=CC21)=O